[H-].[Na+].CC1=CC=C(C=C1)S(=O)(=O)OCCOCCN([C@@H]1CC[C@H]2CN(C[C@H]21)C(=O)C=2SC(=CC2)C)C=2N=NC(=CC2)Br 2-{2-[(6-bromo-3-pyridazinyl){(3aS,4R,6aR)-2-[(5-methyl-2-thienyl)carbonyl]octahydrocyclopenta[c]pyrrole-4-yl}amino]ethoxy}ethyl 4-methylbenzenesulfonate Sodium hydride